[(S)-1-(4-Fluoro-phenyl)-ethyl]-carbamic acid 3-(4-fluoro-benzyl)-3H-imidazo[4,5-b]pyridin-2-ylmethyl ester FC1=CC=C(CN2C(=NC=3C2=NC=CC3)COC(N[C@@H](C)C3=CC=C(C=C3)F)=O)C=C1